CN1N=NN=C1[C@@H](C)NC(=O)C1=CC2=CC=CC(=C2C=C1)OC1=CC=C(C=C1)C(F)(F)F (R)-N-(1-(1-methyl-1H-tetrazol-5-yl)ethyl)-5-(4-(trifluoromethyl)phenoxy)-2-naphthamide